COC=1C(=NC(=CC1)S(=O)(=O)C)NC1=CC(=NC=C1C1=NN(C=C1)C)NC(C)=O N-(4-((3-methoxy-6-(methylsulfonyl)pyridin-2-yl)amino)-5-(1-methyl-1H-pyrazol-3-yl)pyridin-2-yl)acetamide